FC=1C(=C2C(=NC(=NN2C1)NCC(C#N)(C)C)OC)C=1C=C(C2=C(N(C=N2)CCF)C1)F 3-((6-fluoro-5-(4-fluoro-1-(2-fluoroethyl)-1H-benzo[d]imidazol-6-yl)-4-methoxypyrrolo[2,1-f][1,2,4]triazin-2-yl)amino)-2,2-dimethylpropanenitrile